ClC1=NC=C2C(=C(C(=NC2=C1F)SC)[N+](=O)[O-])NC1C2CN(C1C2)C(=O)[O-] 5-((7-chloro-8-fluoro-2-(methylthio)-3-nitro-1,6-naphthyridin-4-yl)amino)-2-azabicyclo[2.1.1]hexane-2-carboxylate